CN(CCCC(=O)N(CCCCCOC1OCCCC1)C(CCCCCCOC1OCCCC1)CCCCCCCCC)C 4-(Dimethylamino)-N-[1-(oxan-2-yloxy)hexadecan-7-yl]-N-[5-(oxan-2-yloxy)pentyl]butanamide